C([C@@H]1[C@@H]([C@@H]([C@H]([C@@H](O1)OC[C@H]([C@H]2[C@@H]([C@H]([C@@H](O2)O)O)O)O)O)O)O)O The molecule is a disaccharide consisting of a beta-D-galactopyranose residue and a beta-D-galactofuranose residue joined in sequence by a (1->6) glycosidic bond. It is a galactooligosaccharide and a glycosylgalactose.